FC=1C=C(C=C(C1)N1CCNCC1)NC(=O)C1=NC(=NC(=C1)C(F)(F)F)N1C=NC=C1 N-(3-fluoro-5-(piperazin-1-yl)phenyl)-2-(1H-imidazol-1-yl)-6-(trifluoromethyl)pyrimidine-4-carboxamide